S1C=NC2=C1C=CC(=C2)NC2=CC=NC1=CC(=CC=C21)C2=CC=C(C=C2)C(=O)N2CCC(CC2)(F)F (4-(4-(benzo[d]thiazol-5-ylamino)quinolin-7-yl)phenyl)(4,4-difluoropiperidin-1-yl)methanone